(R)-N-((S)-5,7-dihydrospiro[cyclopenta[c]pyridin-6,4'-piperidin]-5-yl)-2-methylpropan-2-sulfinamide N1CCC2(CC1)[C@@H](C1=C(C=NC=C1)C2)N[S@](=O)C(C)(C)C